CC1C2C3C4C=CC(C3C(C1)C2)C4 9-methyltetracyclo[6.2.1.13,6.02,7]dodeca-4-ene